O[C@H](C(=O)O)C1=CC(=CC=C1)C(F)(F)F (S)-(+)-2-hydroxy-2-(3-(trifluoromethyl)phenyl)acetic acid